C(C(C)C)NC1C(CCC1)OC=1C=C2CN(C(C2=CC1)=O)C1C(NC(CC1)=O)=O 3-(5-((2-(isobutylamino)cyclopentyl)oxy)-1-oxoisoindolin-2-yl)piperidine-2,6-dione